C1(=CC=CC=C1)C/C=C/C(=O)OC Methyl (2E)-4-phenylbut-2-enoate